COC=1C=C2C(C=C(OC2=CC1)C1=CC=CC=C1)=O 6-Methoxyflavone